1-(4-fluorophenyl)-6-methyl-5-(3-methyl-1-((1-propyl-1H-pyrazol-4-yl)sulfonyl)piperidin-4-yl)-1H-indazole FC1=CC=C(C=C1)N1N=CC2=CC(=C(C=C12)C)C1C(CN(CC1)S(=O)(=O)C=1C=NN(C1)CCC)C